COC(C1=C(C(=C(C=C1)C#N)O[Si](C)(C)C(C)(C)C)CBr)=O.C(C(=C)C)(=O)OCCCCCCCCCOC(C(=C)C)=O 1,9-bis(methacryloyloxy)nonane methyl-2-(bromomethyl)-3-[tert-butyl(dimethyl)silyl]oxy-4-cyano-benzoate